N1=CC(=C2OCCCN21)NC2=NC=C1C(=N2)N(N=C1NC=1C(=NC=C(C(=O)O)C1)C)C 5-((6-((6,7-dihydro-5H-pyrazolo[5,1-b][1,3]oxazin-3-yl)amino)-1-methyl-1H-pyrazolo[3,4-d]pyrimidin-3-yl)amino)-6-methylnicotinic acid